C1(=CC=CC=C1)NC1=C(C=CC=C1NC1=CC=CC=C1)C1=CC=CC=C1 N,N'-diphenylbiphenyl-diamine